CC1=NC(=NO1)COC1=CC=C(C=C1)/C=C/C(=O)C1=CC=C(C=C1)S(=O)(=O)NCC(=O)O 2-[[4-[(E)-3-[4-[(5-Methyl-1,2,4-oxadiazol-3-yl)methoxy]phenyl]prop-2-enoyl]phenyl]sulfonylamino]acetic acid